2,3-dihydro-1,1-dioxo-benzothiazole O=S1(CNC2=C1C=CC=C2)=O